5-(3-chloro-6-fluoro-2-methylpyridin-4-yl)-1-(2-fluorobenzyl)-1,5-dihydro-4H-pyrazolo[4,3-c]pyridin-4-one ClC=1C(=NC(=CC1N1C(C2=C(C=C1)N(N=C2)CC2=C(C=CC=C2)F)=O)F)C